1-(7-(5-bromo-2'-chloro-[1,1'-biphenyl]-2-carbonyl)-6-methyl-2,7-diazaspiro[3.5]nonan-2-yl)prop-2-en-1-one BrC1=CC=C(C(=C1)C1=C(C=CC=C1)Cl)C(=O)N1C(CC2(CN(C2)C(C=C)=O)CC1)C